BrC=1C(=NN(C1C(F)(F)F)CC)NC1=C(C(=CC=C1C)OC)C 4-bromo-1-ethyl-N-(3-methoxy-2,6-dimethylphenyl)-5-(trifluoromethyl)-1H-pyrazole-3-amine